4-amino-N-methyl-N-((3S)-6-(methyl-sulfonyl)-2,3-dihydro-1-benzo-furan-3-yl)-1,3-dihydrofuro[3,4-c]-quinoline-8-carboxamide NC1=NC=2C=CC(=CC2C2=C1COC2)C(=O)N([C@@H]2COC1=C2C=CC(=C1)S(=O)(=O)C)C